(Isocyanatomethylene)dibenzene N(=C=O)C(C1=CC=CC=C1)C1=CC=CC=C1